ethyl 1-(5-bromopyrazin-2-yl)-4-fluoropiperidine-4-carboxylate BrC=1N=CC(=NC1)N1CCC(CC1)(C(=O)OCC)F